(Z)-3-(diethylamino)-N-(5-((5-fluoro-2-oxoindol-3-ylidene)methyl)-4-methyl-1H-pyrrol-3-yl)propanamide C(C)N(CCC(=O)NC1=CNC(=C1C)\C=C\1/C(NC2=CC=C(C=C12)F)=O)CC